COC1=NC=C(C(=N1)OC)C=1N=NC(=C(C1)N1CCCC1)OC 2,4-dimethoxy-5-(6-methoxy-5-pyrrolidin-1-yl-pyridazin-3-yl)pyrimidine